(S)-N-(5-cyano-4-(3-methoxypyrrolidin-1-yl)pyridin-2-yl)-7-formyl-6-((2-carbonyl-1,3-oxazepin-3-yl)methyl)-3,4-dihydro-1,8-naphthyridine-1(2H)-carboxamide C(#N)C=1C(=CC(=NC1)NC(=O)N1CCCC2=CC(=C(N=C12)C=O)CN1C(OC=CC=C1)=C=O)N1C[C@H](CC1)OC